3-(4-bromo-2-methoxyphenyl)isoxazol-5-amine BrC1=CC(=C(C=C1)C1=NOC(=C1)N)OC